C(C)C1=C(CN2CC(CC2)C(=O)O)C=CC(=C1)C(C)=NOCC1=CC(=C(C=C1)C1=CSC=C1)C 1-(2-ethyl-4-(1-(((3-methyl-4-(thiophen-3-yl)benzyl)oxy)imino)ethyl)benzyl)pyrrolidine-3-carboxylic acid